(3R)-N-(cyclobutylmethyl)-1-[5-[[4-(6-methoxy-1H-indazol-4-yl)triazol-1-yl]methyl]pyrazin-2-yl]piperidin-3-amine C1(CCC1)CN[C@H]1CN(CCC1)C1=NC=C(N=C1)CN1N=NC(=C1)C1=C2C=NNC2=CC(=C1)OC